N-(5-chloro-6-(2H-1,2,3-triazol-2-yl)pyridin-3-yl)-4-methyl-5-(quinolin-5-yl)picolinamide ClC=1C=C(C=NC1N1N=CC=N1)NC(C1=NC=C(C(=C1)C)C1=C2C=CC=NC2=CC=C1)=O